C(=O)(OCC(CCCC)CC)OC(=O)OCC(CCCC)CC di-(2-ethylhexyl) dicarbonate